N-(6-(6',7'-dihydrospiro[cyclopropane-1,5'-pyrrolo[2,1-c][1,2,4]triazol]-3'-yl)pyridin-2-yl)-2-fluoro-5-(4-isopropyl-1H-imidazol-1-yl)-4-methylbenzamide N=1N=C(N2C1CCC21CC1)C1=CC=CC(=N1)NC(C1=C(C=C(C(=C1)N1C=NC(=C1)C(C)C)C)F)=O